methyl-5-(3-((isopropylcarbamoyl) oxy) cyclopentyl)-1-((2-(trimethylsilyl) ethoxy) methyl)-1H-pyrrolo[2,3-b]pyridine-2-carboxylate COC(=O)C1=CC=2C(=NC=C(C2)C2CC(CC2)OC(NC(C)C)=O)N1COCC[Si](C)(C)C